N-[trans-4-(2-hydroxypropan-2-yl)cyclohexyl]-4-(1-methyl-1H-pyrrolo[3,2-c]pyridin-4-yl)benzamide OC(C)(C)[C@@H]1CC[C@H](CC1)NC(C1=CC=C(C=C1)C1=NC=CC2=C1C=CN2C)=O